6-heptenyl-dimethyl-chlorosilane C(CCCCC=C)[Si](Cl)(C)C